dihydrobenzazasiline N1[SiH2]C=CC2=C1C=CC=C2